(4-(cyclopropanecarbonyl)piperazin-1-yl)(6-fluoro-4-(4-fluoropiperidin-1-yl)quinolin-3-yl)methanone C1(CC1)C(=O)N1CCN(CC1)C(=O)C=1C=NC2=CC=C(C=C2C1N1CCC(CC1)F)F